3-chloro-5-(chloromethyl)pyridine ClC=1C=NC=C(C1)CCl